BrCC(=O)C1=CC=C(C=C1)OCCCCl 2-bromo-1-(4-(3-chloropropyloxy)phenyl)ethane-1-one